NC=1C=C(C=C(C1)C(F)(F)F)[C@@H](C)NC1=NC(=NC2=CC(=C(C=C12)C1CCC(CC1)C(=O)N1CCN(CC1)CC1CCNCC1)OC)C ((1R,4R)-4-(4-(((R)-1-(3-amino-5-(trifluoromethyl)phenyl)ethyl)amino)-7-methoxy-2-Methylquinazolin-6-yl)cyclohexyl)(4-(piperidin-4-ylmethyl)piperazin-1-yl)methanone